N-(2-(1-methylazetidin-3-yl)-9H-xanthen-9-yl)-2-oxo-6-(trifluoromethyl)-1,2-dihydropyridine-3-carboxamide CN1CC(C1)C1=CC=2C(C3=CC=CC=C3OC2C=C1)NC(=O)C=1C(NC(=CC1)C(F)(F)F)=O